N1N=C(N=C1)C(=O)[O-].[K+] potassium 1H-1,2,4-triazolate